oxophenylacetic acid 2-[2-(2-oxo-2-phenyl-acetoxy)-ethoxy]-ethyl ester O=C(C(=O)OCCOCCOC(C(C1=CC=CC=C1)=O)=O)C1=CC=CC=C1